(1R,2R,3R)-N-[7-chloro-6-[4-((3R,4R)-4-hydroxy-3-methyl-tetrahydrofuran-3-yl)piperazin-1-yl]-3-isoquinolinyl]-2-ethyl-3-(1-methylpyrazol-3-yl)cyclopropanecarboxamide ClC1=C(C=C2C=C(N=CC2=C1)NC(=O)[C@@H]1[C@@H]([C@H]1C1=NN(C=C1)C)CC)N1CCN(CC1)[C@@]1(COC[C@@H]1O)C